N1=C(C=CC=C1)C1=NC(=CC(=C1)C1=CC=C(C=C1)C1=CC=C(C=C1)C=1OC2=C(N1)C=CC=C2)C2=NC=CC=C2 2-[4'-(2,2':6',2''-terpyridine-4'-yl)biphenyl-4-yl]benzoxazole